C(C)(C)(C)N(C(O)=O)C1=CC(=NC=C1OCC1=CC=CC=C1)NC(C)=O.CC1(OCC(CO1)=P(C1=C(C=CC=C1)OC)C1=C(C=CC=C1)OC)C ((2,2-dimethyl-1,3-dioxane-5,5-diyl))bis(2-methoxyphenyl)phosphine tert-butyl-(2-acetamido-5-(benzyloxy)pyridin-4-yl)carbamate